4-(2-bromothiazolo[5,4-b]pyridin-5-yl)benzonitrile BrC=1SC2=NC(=CC=C2N1)C1=CC=C(C#N)C=C1